(3-fluoro-4-((1-isopropyl-2-keto-2,3-dihydro-1H-imidazo[4,5-b]pyridin-7-yl)oxy)phenyl)-1-(tetrahydro-2H-pyran-4-yl)-5-(trifluoromethyl)-1H-pyrazole-4-carboxamide FC=1C=C(C=CC1OC1=C2C(=NC=C1)NC(N2C(C)C)=O)C2=NN(C(=C2C(=O)N)C(F)(F)F)C2CCOCC2